monohydrogensulphate S(=O)(=O)(O)[O-]